2-(3-acetyl-5-bromo-1H-indazol-1-yl)-N-(2-(3-chloro-2-fluorophenylmethylamino)-2-oxoethyl)-N-isopropylacetamide C(C)(=O)C1=NN(C2=CC=C(C=C12)Br)CC(=O)N(C(C)C)CC(=O)NCC1=C(C(=CC=C1)Cl)F